ethyl 3-(((5,6-dihydropyrido[4,3-f][1,2,4]triazolo[4,3-d][1,4]oxazepin-3-yl)methyl)amino)benzoate N=1N=C(N2CCOC3=C(C21)C=CN=C3)CNC=3C=C(C(=O)OCC)C=CC3